N-Benzyl-N-methyl-5-[[1-[2-oxo-2-[(2S,4S)-2-cyano-4-fluoro-pyrrolidin-1-yl]ethyl]-4-piperidyl]amino]chinolin-3-carboxamid C(C1=CC=CC=C1)N(C(=O)C=1C=NC2=CC=CC(=C2C1)NC1CCN(CC1)CC(N1[C@@H](C[C@@H](C1)F)C#N)=O)C